(S)-6-(2-amino-6-fluoro-5-(3-(1-methylpyrrolidin-2-yl)-4-(tetrahydro-2H-pyran-4-yl)phenyl)pyridin-3-yl)-3,4-dihydroisoquinolin-1(2H)-one NC1=NC(=C(C=C1C=1C=C2CCNC(C2=CC1)=O)C1=CC(=C(C=C1)C1CCOCC1)[C@H]1N(CCC1)C)F